C(C(=O)Cl)(=O)Cl (e)-Oxalyl chloride